BrC1=CC=C(CCNC(=O)NCCC2=CC=C(C=C2)Br)C=C1 1,3-Bis(4-bromophenethyl)urea